2-(2'-hydroxyphenyl)-4,6-bis(4-phenylphenyl)triazine OC1=C(C=CC=C1)N1NC(=CC(=N1)C1=CC=C(C=C1)C1=CC=CC=C1)C1=CC=C(C=C1)C1=CC=CC=C1